C(N)(OCC1=C(C=C(C=C1)Cl)Cl)=O 2,4-dichlorobenzyl carbamate